4-((2S,5R)-4-(1-(3-(difluoromethyl)-4-fluorophenyl)-2-methylpropyl)-2,5-dimethylpiperazin-1-yl)-2-methyl-1-(((S)-tetrahydrofuran-2-yl)methyl)-1H-[1,2,4]triazolo[3,4-b]purine FC(C=1C=C(C=CC1F)C(C(C)C)N1C[C@@H](N(C[C@H]1C)C=1C=2N=C(N(C2N2C(N1)=NN=C2)C[C@H]2OCCC2)C)C)F